COC(C1=C(C=C(C(=C1)F)C(F)(F)F)NC1=C(C(=C(C=C1)F)F)C1OCCO1)=O ((2-(1,3-Dioxolan-2-yl)-3,4-difluorophenyl)amino)-5-fluoro-4-(trifluoromethyl)-benzoic acid methyl ester